N4-(2,5,8,11,14-pentaoxahexadecan-16-yl)succinamide Iridium [Ir].COCCOCCOCCOCCOCCNC(CCC(=O)N)=O